(4aR,8aS)-6-[6-[[2-oxo-5-(trifluoromethyl)-1-pyridyl]methyl]-2-azaspiro[3.3]heptane-2-carbonyl]-4,4a,5,7,8,8a-hexahydropyrido[4,3-b][1,4]oxazin-3-one O=C1N(C=C(C=C1)C(F)(F)F)CC1CC2(CN(C2)C(=O)N2C[C@@H]3[C@@H](OCC(N3)=O)CC2)C1